(2R,6S)-6-((4-bromophenoxy)methyl)-2-(methoxymethyl)-2-methyl-1,4-dioxan BrC1=CC=C(OC[C@@H]2COC[C@@](O2)(C)COC)C=C1